C(C1=CC=CC=C1)N([C@@H]1CC[C@H](CC1)CCCOC1CC(N(C(C1)C)C(=O)OC(C)(C)C)C)CC1=CC=CC=C1 tert-butyl 4-(3-((trans)-4-(dibenzylamino) cyclohexyl) propoxy)-2,6-dimethylpiperidine-1-carboxylate